ClC1=C(OC2=C1C=C(C=C2C(=O)O[C@H](C(F)(F)F)C)C)CNC(=O)C=2C=NN1C2N=CC=C1 (S)-1,1,1-Trifluoropropan-2-yl 3-chloro-5-methyl-2-((pyrazolo[1,5-a]pyrimidine-3-carboxamido)methyl)benzofuran-7-carboxylate